CN(CCN(C1=C(C=C(C=C1)NC1=NC=C(C(=N1)C1=CNC2=C(C=CC=C12)C)F)NC(CC)=O)C)C N-(2-((2-(dimethylamino)ethyl)(methyl)amino)-5-((5-fluoro-4-(7-methyl-1H-indol-3-yl)pyrimidin-2-yl)amino)phenyl)propionamide